CC1(OC2=C(C1)C=CC=C2OCC(=O)NN=CC2=CC=C(C=C2)C)C ((2,2-dimethyl-2,3-dihydrobenzofuran-7-yl)oxy)-N'-(4-methylbenzylidene)acethydrazide